(2-chloro-4-fluorophenyl)(1-oxa-6-azaspiro[2.5]oct-6-yl)methanone ClC1=C(C=CC(=C1)F)C(=O)N1CCC2(CO2)CC1